1-(bromomethyl)-4-(difluoromethoxy)benzene BrCC1=CC=C(C=C1)OC(F)F